FC(C=1C=C(C=C(C1)C)O)F 3-(Difluoromethyl)-5-methylphenol